Methyloct-2-ynoat COC(C#CCCCCC)=O